1-({4-[(4-{[4-(dimethylamino)phenyl]carbonyl}piperazinyl)methyl]-7-bromo(2-quinolyl)}amino)-3,4-dimethylazoline-2,5-dione CN(C1=CC=C(C=C1)C(=O)N1CCN(CC1)CC1=CC(=NC2=CC(=CC=C12)Br)NN1C(C(=C(C1=O)C)C)=O)C